COC1=C2C(C=CNC2=CC=C1)=O 5-methoxy-1H-quinolin-4-one